tert-butyl-(3-formyl-1,5,9-trioxaspiro[5.5]undecan-3-yl) carbamate C(N)(OC1(C(OC2(OC1)CCOCC2)C(C)(C)C)C=O)=O